OC(C)(C)C1=NC=CC(=C1)C1=C2C(=NC=C1)C=C(O2)C2=CC=C(C=C2)CC(=O)N(C)C 2-(4-(7-(2-(2-hydroxypropan-2-yl)pyridin-4-yl)furo[3,2-b]pyridin-2-yl)phenyl)-N,N-dimethylacetamide